8-(2-(methoxycarbonyl)-6-morpholinopyridin-3-yl)-4,5-dihydrobenzo[b]thieno[2,3-d]oxepine-9-carboxylic acid COC(=O)C1=NC(=CC=C1C=1C(=CC2=C(OCCC3=C2SC=C3)C1)C(=O)O)N1CCOCC1